C(C)(C)(C)C1CCC(CC1)CC(=O)O.C(C)(=O)O ACETATE (4-(tert-butyl)cyclohexyl acetate)